3-Amino-7-ethyl-4-(7-fluoro-1H-indazol-4-yl)-6-methyl-1H-1,5-naphthyridin-2-one NC=1C(NC2=CC(=C(N=C2C1C1=C2C=NNC2=C(C=C1)F)C)CC)=O